N-((5-chloro-6-((thiazol-4-ylmethyl)amino)-1H-indol-2-yl)methyl)pyrrolidine-1-carboxamide ClC=1C=C2C=C(NC2=CC1NCC=1N=CSC1)CNC(=O)N1CCCC1